C12(CC3CC(CC(C1)C3)C2)NCC2=C(C(=O)N[C@H](CC3=CC(=CC=C3)OC)CCCC)C=CC=C2 ((((1R,3R)-adamantan-1-yl)amino)methyl)-N-((S)-1-(3-methoxyphenyl)hex-2-yl)benzamide